N-[2,2-dimethyl-6-(2,2,2-trifluoroethoxy)-3H-benzofuran-5-yl]pyrazolo[1,5-a]pyrimidine-3-carboxamide CC1(OC2=C(C1)C=C(C(=C2)OCC(F)(F)F)NC(=O)C=2C=NN1C2N=CC=C1)C